methylbenzyldiethoxysilane C[Si](OCC)(OCC)CC1=CC=CC=C1